4-{[4-(4-fluorophenyl)phenyl]-methyl}-3-(β-D-glucopyranosyloxy)-5-methyl-1H-pyrazole FC1=CC=C(C=C1)C1=CC=C(C=C1)CC=1C(=NNC1C)O[C@H]1[C@H](O)[C@@H](O)[C@H](O)[C@H](O1)CO